2-{7-[(1S,2S,3R,5R)-2-fluoro-8-azabicyclo[3.2.1]octan-3-yl]-7H-pyrrolo[2,3-c]pyridazin-3-yl}-5-(1H-1,2,3-triazol-1-yl)phenol F[C@H]1[C@@H]2CC[C@H](C[C@H]1N1C=CC3=C1N=NC(=C3)C3=C(C=C(C=C3)N3N=NC=C3)O)N2